C(C1=CC=CC=C1)C1NC[C@@]2([C@H]1C[C@@H](C2)O)O Benzyl-(3aR,5S,6aS)-3a,5-dihydroxyhexahydrocyclopenta[c]pyrrole